CS(=O)(=O)O[C@H]1C[C@H]2N(C3=C(N(C2)C2=CC=C(C=C2)C(F)(F)F)C=CC=N3)C1 (6aR,8S)-5-(4-(trifluoromethyl)phenyl)-5,6,6a,7,8,9-hexahydropyrido[3,2-e]pyrrolo[1,2-a]pyrazin-8-yl methanesulfonate